CC1=NC(=NC(=C1C(=O)OCC)C)C1=CC=C(C=C1)C1(CC1)C ethyl 4,6-dimethyl-2-(4-(1-methylcyclopropyl)phenyl)pyrimidine-5-carboxylate